(3E)-14,14-dimethoxy-3-tetradecen-1-ol COC(CCCCCCCCC/C=C/CCO)OC